osmium(IV) hydroxide [Os](O)(O)(O)O